C(C)(C)(C)OC(=O)C1(CC(NCC1)C)CC1=NC(=CC(=C1F)C(F)F)NC1=NN(C(=C1)C)C(C)(C)C 4-((6-((1-(tert-butyl)-5-methyl-1H-pyrazol-3-yl)amino)-4-(difluoromethyl)-3-fluoropyridin-2-yl)methyl)-2-methylpiperidine-4-carboxylic acid tert-butyl ester